FC1=C2C(NC(=NC2=CC(=C1)OCC1CCN(CC1)C1CCN(CC1)C1=CC=C(C=C1)[N+](=O)[O-])CSC1CCOCC1)=O 5-fluoro-7-((1'-(4-nitrophenyl)-[1,4'-bipiperidin]-4-yl)methoxy)-2-(((tetrahydro-2H-pyran-4-yl)thio)methyl)quinazolin-4(3H)-one